(S)-1-(3-((4-((3-chloro-2-fluoro-4-(1-methylcyclopropoxy)phenyl)-amino)pyrido[3,2-d]pyrimidin-6-yl)oxy)pyrrolidin-1-yl)prop-2-en-1-one ClC=1C(=C(C=CC1OC1(CC1)C)NC=1C2=C(N=CN1)C=CC(=N2)O[C@@H]2CN(CC2)C(C=C)=O)F